FCC12OCC(C1)(C2)N2N=C1C=C(C(=CC1=C2)C(=O)OC)OC(C)C methyl 2-(1-(fluoromethyl)-2-oxabicyclo[2.1.1]hexan-4-yl)-6-isopropoxy-2H-indazole-5-carboxylate